CC=1C=C2C=CN=C(C2=C(C1)C)N(C(=O)N1CCC(CC1)C1=CC(=NO1)C)[C@H]1CN(CCC1)C(=O)OC(C)(C)C tert-butyl (R)-3-(N-(6,8-dimethylisoquinolin-1-yl)-4-(3-methylisoxazol-5-yl)piperidine-1-carboxamido)piperidine-1-carboxylate